N1(CCOCC1)C1=CC(=NC=C1)NC1=NC=NC2=CC(=C(C=C12)NC(CCCCCCC(=O)OC)=O)OC methyl 8-((4-((4-morpholinylpyridin-2-yl) amino)-7-methoxyquinazolin-6-yl) amino)-8-oxooctanoate